3-oxo-4-(thiophen-3-ylmethyl)-3,4-dihydro-2H-benzo[b][1,4]thiazine-6-carboxylic acid O=C1N(C2=C(SC1)C=CC(=C2)C(=O)O)CC2=CSC=C2